(R)-8-acryloyl-4-chloro-3-(2-fluorophenyl)-1-((S)-4-(3-methoxyazetidin-1-yl)-2,2-dimethylpyrrolidin-1-yl)-6,6a,7,8,9,10-hexahydro-12H-pyrazino[2,1-c]pyrido[3,4-f][1,4]oxazepin-12-one C(C=C)(=O)N1C[C@@H]2COC3=C(C(N2CC1)=O)C(=NC(=C3Cl)C3=C(C=CC=C3)F)N3C(C[C@@H](C3)N3CC(C3)OC)(C)C